2H-benzo[d][1,3]dioxol O1COC2=C1C=CC=C2